C(C)N1C=C(C=2N=C(N=CC21)SCCC(=O)OCC(CCCC)CC)N2CC(C(C2)(F)F)(F)F 2-ethylhexyl 3-((5-ethyl-7-(3,3,4,4-tetrafluoropyrrolidin-1-yl)-5H-pyrrolo[3,2-d]pyrimidin-2-yl)thio)propionate